5-methyl-7-(pyridin-2-yl)pyrazolo[1,5-a]pyrimidine-3-carboxylic acid CC1=NC=2N(C(=C1)C1=NC=CC=C1)N=CC2C(=O)O